FC1=C(C=CC=C1OC)C=1N(C(=CC1C(=O)OC)C1=C2C(=NC=C1)N(C=C2)S(=O)(=O)C2=CC=CC=C2)COCC[Si](C)(C)C methyl 2-(2-fluoro-3-methoxyphenyl)-5-[1-(benzenesulfonyl)-1H-pyrrolo[2,3-b]pyridin-4-yl]-1-{[2-(trimethylsilyl) ethoxy] methyl}-1H-pyrrole-3-carboxylate